1-[2-[(3R)-2,6-dioxo-3-piperidyl]-1-oxo-isoindolin-5-yl]azetidine-3-carbaldehyde O=C1NC(CC[C@H]1N1C(C2=CC=C(C=C2C1)N1CC(C1)C=O)=O)=O